3-(8-Hydroxy-2-methyloctan-2-yl)-6,6,9-trimethyl-6a,7,10,10a-tetrahydrobenzo[c]chromen-1-ol OCCCCCCC(C)(C)C=1C=C(C=2C3C(C(OC2C1)(C)C)CC=C(C3)C)O